ClC1=C(C=C(C=C1)C1=NN(C(=N1)CC(=O)NCC1=NC(=CC(=C1)C)C)CC)F 2-[3-(4-Chloro-3-fluorophenyl)-1-ethyl-1H-1,2,4-triazol-5-yl]-N-[(4,6-dimethylpyridin-2-yl)methyl]acetamid